C1(=CC=CC=C1)C(N1C=NC(=C1)C=O)(C1=CC=CC=C1)C1=CC=CC=C1 1-triphenylmethyl-4-imidazolecarbaldehyde